COC1=CC=C(C=C1)C(C(=O)N1CCOCC1)=O 1-(4-methoxyphenyl)-2-morpholinoethane-1,2-dione